(2Z)-2-(hydroxyimino)-6-(1H-indazol-6-yl)-2,3-dihydro-1H-inden-1-one O\N=C\1/C(C2=CC(=CC=C2C1)C1=CC=C2C=NNC2=C1)=O